[W]=O.[Co].[Li] Lithium cobalt tungsten oxide